[Cl-].[Cl-].C1(C=CC2=CC=CC=C12)[Zr+2]C1C=CC2=CC=CC=C12 bisindenyl-zirconium dichloride